[Br-].CNC dimethylamine bromide